4-(5-(8-chloroquinazolin-2-yl)pyridin-2-yl)morpholine ClC=1C=CC=C2C=NC(=NC12)C=1C=CC(=NC1)N1CCOCC1